C(C)(C)(C)OC(=O)N[C@H](C(=O)N1[C@@H](C[C@H](C1)O)C(=O)OCC1=CC=CC=C1)C(C)(C)C benzyl (2S,4R)-1-[(2S)-2-[[(tert-butoxy)carbonyl]amino]-3,3-dimethylbutanoyl]-4-hydroxypyrrolidine-2-carboxylate